(1-bromo-4-methoxynaphthalen-2-yl)(3,4-difluorophenyl)methanone BrC1=C(C=C(C2=CC=CC=C12)OC)C(=O)C1=CC(=C(C=C1)F)F